3-(5-(4-Acryloylpiperazin-1-yl)-2-(trifluoromethyl)phenyl)-4-(6-fluoro-1H-indol-3-yl)-1H-pyrrole-2,5-dione C(C=C)(=O)N1CCN(CC1)C=1C=CC(=C(C1)C=1C(NC(C1C1=CNC2=CC(=CC=C12)F)=O)=O)C(F)(F)F